C(C)(=O)C1=CC=C(C=C1)NC1=NC=C(C(=N1)NC=1C=C(C=CC1)S(=O)(=O)NC(C)(C)C)C 3-((2-((4-acetylphenyl)amino)-5-methylpyrimidin-4-yl)amino)-N-(tert-butyl)benzenesulfonamide